ClC=1C=CC2=C(N=C(O2)C2CC3(CC(C3)NC(=O)C=3OC(=CC3)S(NC(=O)C3CC3)(=O)=O)C2)C1 (Ra)-N-[6-(5-chloro-1,3-benzoxazol-2-yl)spiro[3.3]heptan-2-yl]-5-(cyclopropanecarbonylsulfamoyl)furan-2-carboxamide